FC=1C=C2C(=NC(=NC2=C(C1C1=CC(=CC2=CC=CC=C12)O)F)OC[C@H]1N(CCC1)C)N1C[C@H]2CC[C@@H](C1)N2C(CC#N)=O 3-((1R,5S)-3-(6,8-difluoro-7-(3-hydroxynaphthalen-1-yl)-2-(((S)-1-methylpyrrolidin-2-yl)methoxy)quinazolin-4-yl)-3,8-diazabicyclo[3.2.1]octan-8-yl)-3-oxopropanenitrile